5-(isoindolin-2-yl)-7-(1H-pyrazol-4-yl)-N-(3-(trifluoromethoxy)phenyl)pyrazolo[1,5-a]pyrimidine-2-carboxamide C1N(CC2=CC=CC=C12)C1=NC=2N(C(=C1)C=1C=NNC1)N=C(C2)C(=O)NC2=CC(=CC=C2)OC(F)(F)F